O1CCN(CC1)CCCN1CCCCC1 1-(3-morpholinopropyl)piperidin